Cl.Cl.FC=1C=C(C=NC1)[C@H](CNC(C[C@H]1CC(NC1)=O)(C)C)O (S)-4-(2-(((R)-2-(5-Fluoropyridin-3-yl)-2-hydroxyethyl)amino)-2-methylpropyl)pyrrolidin-2-one dihydrochloride